(Prop-2-yl)-6-[3-(trifluoromethyl)phenyl]imidazo[1,2-a]pyrazine CC(C)C=1N=C2N(C=C(N=C2)C2=CC(=CC=C2)C(F)(F)F)C1